C(#N)C1=CC=C(C=C1)C(C(N1CC2(C3=CC=C(C=C13)OC(F)(F)F)CC2)=O)NC=2C=C(C=C(C2)OC)C(C)=NOC(C(=O)O)(C)C 2-(((1-(3-((1-(4-cyanophenyl)-2-oxo-2-(6'-(trifluoromethoxy)spiro[cyclopropane-1,3'-indolin]-1'-yl)ethyl)amino)-5-methoxyphenyl)ethylidene)amino)oxy)-2-methylpropanoic acid